C(CC)OOOCCC propoxy ether